1,5-diaza-bicyclo[4.3.0]-5-nonene N12CCCN=C2CCC1